ClC1=NN(C(C(=C1C)C)=O)[C@H](C(=O)[O-])CC(C)C (S)-2-(3-chloro-4,5-dimethyl-6-oxopyridazin-1(6H)-yl)-4-methylpentanoate